COC1=C(C(=NC=C1C)CS(=O)C1=NC2=C(N1)C=C(C=C2)C(C(=O)[O-])NC(=O)OC(C)(C)C)C 2-(((4-methoxy-3,5-dimethylpyridin-2-yl)methyl)sulfinyl)-1H-benzo[d]imidazol-6-yl-2-((tert-butoxycarbonyl)amino)acetate